CC1=C(C=C(C(=O)O)C=C1)[N+](=O)[O-] 4-methyl-3-nitrobenzoic acid